N-vanillyl-decanoamide C(C1=CC(OC)=C(O)C=C1)NC(CCCCCCCCC)=O